Oxypurinol OC1N=C(O)C2C=NNC=2N=1